N-{(1R,6S,7aS)-1-ethoxy-3-oxo-2-[4-(2,4,6-trifluorophenyl)-1,2-benzoxazol-3-yl]hexahydro-1H-pyrrolo[1,2-c]imidazol-6-yl}methanesulfonamide C(C)O[C@@H]1[C@H]2N(C(N1C1=NOC3=C1C(=CC=C3)C3=C(C=C(C=C3F)F)F)=O)C[C@H](C2)NS(=O)(=O)C